7-{5-[(3aR,6aS)-3a,6a-diethyl-4,6-dihydrothieno[3,4-d][1,3,2]dioxaborol-2-yl]-4-methoxy-2-pyrazol-1-yl-phenyl}cinnolin-4-amine C(C)[C@]12[C@](OB(O1)C=1C(=CC(=C(C1)C1=CC=C3C(=CN=NC3=C1)N)N1N=CC=C1)OC)(CSC2)CC